[Al].[K].[Na].[Ca] calcium sodium potassium aluminum